C1=CC=CC=2C3=CC=CC=C3C(C12)COC(=O)N[C@H](C(=O)O)CC1=C(C=CC(=C1)C)F (S)-2-((((9H-fluoren-9-yl)methoxy)carbonyl)amino)-3-(2-fluoro-5-methyl-phenyl)propanoic acid